(S)-N4-(6-chloroquinolin-3-yl)-N2-(2-((dimethylamino)methyl)-2,3-dihydrobenzo[b][1,4]dioxin-6-yl)pyrimidine-2,4-diamine ClC=1C=C2C=C(C=NC2=CC1)NC1=NC(=NC=C1)NC1=CC2=C(O[C@H](CO2)CN(C)C)C=C1